methyl (R)-2-((S)-2,2-dimethyl-1,3-dioxolan-4-yl)-2-hydroxyacetate CC1(OC[C@H](O1)[C@H](C(=O)OC)O)C